OCCN1CCN(CC1)CC=1C=C(C(=O)NC=2SC=C(N2)C(C)(C)C2=CC=C(C=C2)OC)C=CC1 3-((4-(2-hydroxyethyl)piperazin-1-yl)methyl)-N-(4-(2-(4-methoxyphenyl)propan-2-yl)thiazol-2-yl)benzamide